(6R,9S)-N-(5-chloro-2-fluoro-4-(trifluoromethyl)phenyl)-3-oxo-3,5,6,7,8,9-hexahydro-2H-6,9-methano-cyclohepta[c]pyridine-10-carboxamide ClC=1C(=CC(=C(C1)NC(=O)C1[C@H]2CC=3C(=CNC(C3)=O)[C@H]1CC2)F)C(F)(F)F